CN1N=CC(=C1C)C=1C=CC=2N=CN=C(C2N1)N1CC2(CCNCC2)C2=CC(=CC=C12)F 1-(6-(1,5-dimethyl-1H-pyrazol-4-yl)pyrido[3,2-d]pyrimidin-4-yl)-5-fluoro-spiro[indoline-3,4'-piperidine]